N-[4-fluoro-5-(2-morpholin-4-ylpyrimidin-5-yl)-2-[(3R,5S)-3,4,4,5-tetramethylpiperazin-4-ium-1-yl]phenyl]-6-oxo-4-(trifluoromethyl)-1H-pyridine-3-carboxamide FC1=CC(=C(C=C1C=1C=NC(=NC1)N1CCOCC1)NC(=O)C1=CNC(C=C1C(F)(F)F)=O)N1C[C@H]([N+]([C@H](C1)C)(C)C)C